5-norbornen-2-yl-(ethyl)chlorodimethylsilane C12C(CC(C=C1)C2)C[Si](C)(Cl)CC